6-[(6-bromo-2-naphthyl)oxy]hexane-1-ol BrC=1C=C2C=CC(=CC2=CC1)OCCCCCCO